FC1=CC=C2CC[C@@H](C2=C1)N (S)-6-fluoro-2,3-dihydro-1H-inden-1-amine